tert-butyl (2-(azetidin-3-yl)-2-(methylsulfonyl)ethyl)carbamate N1CC(C1)C(CNC(OC(C)(C)C)=O)S(=O)(=O)C